5-(1-((2-(3-cyclopropylureido)pyridin-4-yl)methyl)piperidin-4-yl)-N,6-dimethylpicolinamide C1(CC1)NC(NC1=NC=CC(=C1)CN1CCC(CC1)C=1C=CC(=NC1C)C(=O)NC)=O